S.[Au] gold sulfane